CC1=C(C=NC=2N1N=C(C2)C2=CC(=CC=C2)C(F)(F)F)C(=O)O 7-methyl-2-[3-(trifluoromethyl)phenyl]pyrazolo-[1,5-a]pyrimidine-6-carboxylic acid